CC1OC(C2=C1C=C(C=C2)CNC(OC(C)(C)C)=O)=O tertbutyl N-[(3-methyl-1-oxo-1,3-dihydro-2-benzofuran-5-yl)methyl]carbamate